(2S)-2-[(tert-butoxycarbonyl)amino]-3-[(3S)-2-oxopyrrolidin-3-yl]propionic acid C(C)(C)(C)OC(=O)N[C@H](C(=O)O)C[C@H]1C(NCC1)=O